C(CCCCCCCCCC)(=O)N1C(\C(\C2=CC=CC=C12)=C\1/NC2=CC=CC=C2C1=O)=O (Z)-1'-Undecanoyl-[2,3'-biindolinylidene]-2',3-dione